2-[[(1-Methylcyclobutyl)amino]methyl]-6-[3-[1-(4-methyl-1,2,4-triazol-3-yl)cyclobutyl]phenyl]-4-(trifluoromethyl)-1H-pyrrolo[2,3-c]pyridin-7-one CC1(CCC1)NCC1=CC2=C(C(N(C=C2C(F)(F)F)C2=CC(=CC=C2)C2(CCC2)C2=NN=CN2C)=O)N1